potassium hydroxy naphthoate C1(=CC=CC2=CC=CC=C12)C(=O)OO.[K]